ClC(C1=CC=C(C=C1)Cl)(Cl)Cl α,α,α,4-tetrachlorotoluene